C1(=CC=CC2=CC=CC=C12)C=CC(=O)NC1=CC=C(C=C1)S(=O)(=O)N1CCCC1 3-(1-naphthyl)-N-[4-(1-pyrrolidinylsulfonyl)phenyl]acryl-amide